COC(=O)[C@H]1CN(CCC1)C(C(C)OC1=CC=C2C(=CC(OC2=C1)=O)C1=CC=CC=C1)=O.O=C1OC2=CC(=CC=C2C(=C1)C1=CC=CC=C1)OC(C(=O)N1C[C@@H](CCC1)C(=O)O)C (3R)-1-[2-(2-oxo-4-phenyl-chromen-7-yl)oxypropanoyl]piperidine-3-carboxylic acid methyl-(3R)-1-[2-(2-oxo-4-phenyl-chromen-7-yl)oxypropanoyl]piperidine-3-carboxylate